1,4-dimethyl-4-(1-methylpyrazol-4-yl)-2,3-dihydro-1H-isoquinoline CC1NCC(C2=CC=CC=C12)(C=1C=NN(C1)C)C